acryloyloxypropyldimethoxymethylsilane C(C=C)(=O)OCCC[SiH2]C(OC)OC